CC1=C(OC2=C(C=C(C=C2)N2C(CCC2=O)=O)C=2C3=C(C(N(C2)C)=O)NC=C3)C(=CC=C1)C 1-(4-(2,6-dimethylphenoxy)-3-(6-methyl-7-oxo-6,7-dihydro-1H-pyrrolo[2,3-c]pyridin-4-yl)phenyl)pyrrolidine-2,5-dione